FC(CN1C(=NC2=C1C=C(C=C2F)C=2C=CN1N=C(N=C(C12)OC)N[C@H]1[C@H](CN(CC1)CCOC)F)C)F 5-(1-(2,2-difluoroethyl)-4-fluoro-2-methyl-1H-benzo[d]imidazol-6-yl)-N-((3S,4R)-3-fluoro-1-(2-methoxyethyl)piperidin-4-yl)-4-methoxypyrrolo[2,1-f][1,2,4]triazin-2-amine